3-(4,4,5,5-Tetramethyl-1,3,2-dioxaborolan-2-yl)-9H-carbazole CC1(OB(OC1(C)C)C=1C=CC=2NC3=CC=CC=C3C2C1)C